ClC1=C(C(=C(C(=C1)[N+](=O)[O-])S(=O)(=O)Cl)Cl)Cl trichloro-6-nitrobenzenesulfonyl chloride